5-((1S,2S)-2-fluorocyclopropyl)-3-(4-methylpiperidin-4-yl)-1,2,4-oxadiazole hydrochloride Cl.F[C@@H]1[C@@H](C1)C1=NC(=NO1)C1(CCNCC1)C